(3-(sec-butyl)-1H-inden-1-yl)(1H-inden-1-yl)dimethylsilane C(C)(CC)C1=CC(C2=CC=CC=C12)[Si](C)(C)C1C=CC2=CC=CC=C12